(S)-tert-butyl (1-bromo-3-(naphthalen-2-yl)propan-2-yl)carbamate BrC[C@H](CC1=CC2=CC=CC=C2C=C1)NC(OC(C)(C)C)=O